N-((S)-1-((R)-3-hydroxypyrrolidin-1-yl)propan-2-yl)-7-oxo-7H-benzo[h]pyrido[2,1-b]quinazoline-12-carboxamide hydrochloride Cl.O[C@H]1CN(CC1)C[C@H](C)NC(=O)C1=CC=CN2C1=NC=1C3=C(C=CC1C2=O)C=CC=C3